CS(=O)(=O)O.[Au] gold methanesulfonic acid